BrC1=C(NC)C(=CC=C1)OC1=C(C=CC=C1)C 2-Bromo-N-methyl-6-(2-methylphenoxy)aniline